tricalcium magnesium phosphate P(=O)([O-])([O-])[O-].[Mg+2].[Ca+2].[Ca+2].[Ca+2]